FC1([C@@H](C1)CN1N=CC(=C1)C1=C(N=C2N(C1=O)N=C(S2)C)C(F)(F)F)F 6-(1-{[(1S)-2,2-difluorocyclopropyl]methyl}-1H-pyrazol-4-yl)-2-methyl-7-(trifluoromethyl)-5H-[1,3,4]thiadiazolo[3,2-a]pyrimidin-5-one